tert-butyl 4,4-difluoro-3-(2-((methoxymethoxy)methyl)pyridin-4-yl)piperidine-1-carboxylate FC1(C(CN(CC1)C(=O)OC(C)(C)C)C1=CC(=NC=C1)COCOC)F